C(C1=CC=CC=C1)N1C(C2=CC(=C(C=C2C2=C1C=1C=CC=CC1C2=O)OC)OC)=O 6-benzyl-2,3-dimethoxy-5H-indeno[1,2-c]isoquinoline-5,11(6H)-dione